N-(6-chloro-4-fluoro-3-pyridyl)-5-(2-fluorophenyl)-1H-pyrrole-3-sulfonamide ClC1=CC(=C(C=N1)NS(=O)(=O)C1=CNC(=C1)C1=C(C=CC=C1)F)F